5-ethyl-N-(3-fluorophenyl)-1H-pyrrole-2-carboxamide C(C)C1=CC=C(N1)C(=O)NC1=CC(=CC=C1)F